S1C(=NC=C1)C(=O)C1CCN(CC1)C(=O)[O-] 4-(Thiazol-2-carbonyl)piperidine-1-carboxylate